COC1=CC=C(C=C1)C1(CCC1)O 1-(4-methoxyphenyl)cyclobutane-1-ol